icosa-5,8,11-trienoic acid C(CCCC=CCC=CCC=CCCCCCCCC)(=O)O